(S)-N-(2-hydroxy-2-methylpropyl)-4-(2-methylpiperidine-1-carbonyl)thiazole-2-carboxamide OC(CNC(=O)C=1SC=C(N1)C(=O)N1[C@H](CCCC1)C)(C)C